2'-Azido-2'-deoxyuridine-5'-Triphosphate P(O)(=O)(OP(=O)(O)OP(=O)(O)O)OC[C@@H]1[C@H]([C@H]([C@@H](O1)N1C(=O)NC(=O)C=C1)N=[N+]=[N-])O